FC=1C=C(C=C(C1)S(=O)(=O)C)C=1C2=C(N=CN1)NC=C2 4-(3-fluoro-5-(methylsulfonyl)phenyl)-7H-pyrrolo[2,3-d]pyrimidine